CC1=C(C(=CC(=C1)C)C)S(=O)(=O)[O-].N[N+]1=C(N=C(C(=C1)OC)NCC1=C(C=C(C=C1)OC)OC)SC 1-Amino-4-((2,4-dimethoxybenzyl)amino)-5-methoxy-2-(methylthio)pyrimidin-1-ium 2,4,6-trimethylbenzenesulfonate